C(C)(C)(C)OC(N[C@@H]1CN(C[C@@H](C1)F)C1=C2C=C(NC2=C(C=C1F)C(N)=O)C)=O ((3s,5r)-1-(7-carbamoyl-5-fluoro-2-methyl-1H-indol-4-yl)-5-fluoropiperidin-3-yl)carbamic acid tert-butyl ester